2,6-dimethyl-4-chlorophenol CC1=C(C(=CC(=C1)Cl)C)O